ethyl 5-chloro-1H-pyrrolo[2,3-c]pyridine-2-carboxylate ClC=1C=C2C(=CN1)NC(=C2)C(=O)OCC